COC(=O)C=1C(N(C2=CC(=CC=C2C1N)Br)C=1C=NC(=CC1)[N+](=O)[O-])=O 4-Amino-1-(6-nitropyridin-3-yl)-7-bromo-2-oxo-1,2-dihydroquinoline-3-carboxylic acid methyl ester